(methylacryloylamino)propyl-trimethylammonium chloride [Cl-].CN(C(C=C)=O)CCC[N+](C)(C)C